(R)-N-(1-(6-(3-methoxytetrahydrofuran-3-yl)-4-methylpyridin-2-yl)-3-(1-methylazetidin-3-yl)-1H-pyrrolo[3,2-c]pyridin-6-yl)cyclopropanecarboxamide CO[C@@]1(COCC1)C1=CC(=CC(=N1)N1C=C(C=2C=NC(=CC21)NC(=O)C2CC2)C2CN(C2)C)C